tert-butyl 4-(4,4,5,5-tetramethyl-1,3-dioxolan-2-yl)-3,6-dihydro-2H-pyridine-1-carboxylate CC1(OC(OC1(C)C)C=1CCN(CC1)C(=O)OC(C)(C)C)C